(R or S)-7-(1-acryloylpiperidin-4-yl)-2-(4-cyclopropyl-3,5-dimethoxyphenyl)-4,5,6,7-tetrahydropyrazolo[1,5-a]pyrimidine-3-carboxamide C(C=C)(=O)N1CCC(CC1)[C@H]1CCNC=2N1N=C(C2C(=O)N)C2=CC(=C(C(=C2)OC)C2CC2)OC |o1:10|